2-[3-(4-chlorophenyl)phenyl]-5-[(3,3-difluoropyrrolidin-1-yl)methyl]-1,4-thiazepan-3-one ClC1=CC=C(C=C1)C=1C=C(C=CC1)C1SCCC(NC1=O)CN1CC(CC1)(F)F